n-Octanoic acid ethyl ester C(C)OC(CCCCCCC)=O